4-(4-((2-(3-ethylureido)pyridin-4-yl)methyl)piperazin-1-yl)-2-fluoro-N-methylbenzamide C(C)NC(NC1=NC=CC(=C1)CN1CCN(CC1)C1=CC(=C(C(=O)NC)C=C1)F)=O